3-methoxy-tyramine COC=1C=C(CCN)C=CC1O